(3,5-Dibromo-4-hydroxyphenyl)(2,7-diethylbenzofuran-3-yl)methanone BrC=1C=C(C=C(C1O)Br)C(=O)C1=C(OC2=C1C=CC=C2CC)CC